2-fluoro-6-trifluoromethylbenzenesulfonamide FC1=C(C(=CC=C1)C(F)(F)F)S(=O)(=O)N